NC1=C(C=C(C=C1F)C=1C=CC2=C(C=3CN(C(C3C=C2)=O)CC(C(=O)N)=C)C1)Cl 2-{[8-(4-amino-3-chloro-5-fluorophenyl)-3-oxo-1H,2H,3H-benzo[e]isoindol-2-yl]methyl}prop-2-enamide